naphtho[2,3-b]benzene C1=CC=CC2=CC=3C(=CC=CC3)C=C12